lithium hydrogen sulfide salt S.[Li]